C(CCCC=C)C1(C(CCC1)=O)C(=O)OCC ethyl 1-(hex-5-en-1-yl)-2-oxocyclopentane-1-carboxylate